tert-butyl {4-(5-oxopyrrolidin-2-yl)phenyl}carbamate O=C1CCC(N1)C1=CC=C(C=C1)NC(OC(C)(C)C)=O